FC=1C=C(C=C(C1CNC[C@@H](C)O)OC)C=1C(=C(C=CC1)C1=C(C(=CC=C1)NC(=O)C1=CN=CN(C1=O)C)C)C (R)-N-(3''-fluoro-4''-(((2-hydroxypropyl)amino)methyl)-5''-methoxy-2,2'-dimethyl-[1,1':3',1''-terphenyl]-3-yl)-1-methyl-6-oxo-1,6-dihydropyrimidine-5-carboxamide